P(=O)([O-])(OP(=O)([O-])OP(=O)([O-])OP(=O)([O-])[O-])N.C(CCCCCCC\C=C/CCCCCCCC)OCC(C[N+](C)(C)C)OCCCCCCCC\C=C/CCCCCCCC.C(CCCCCCC\C=C/CCCCCCCC)OCC(C[N+](C)(C)C)OCCCCCCCC\C=C/CCCCCCCC.C(CCCCCCC\C=C/CCCCCCCC)OCC(C[N+](C)(C)C)OCCCCCCCC\C=C/CCCCCCCC.C(CCCCCCC\C=C/CCCCCCCC)OCC(C[N+](C)(C)C)OCCCCCCCC\C=C/CCCCCCCC.C(CCCCCCC\C=C/CCCCCCCC)OCC(C[N+](C)(C)C)OCCCCCCCC\C=C/CCCCCCCC 1,2-dioleyloxy-3-(trimethylammonio)propane tetraphosphoramidate